N-ethyl-N-decylurea C(C)N(C(=O)N)CCCCCCCCCC